di(6-(1H-benzo[d]imidazol-2-yl)pyridin-2-yl)(6-amino-3-azabicyclo[3.1.0]hex-3-yl)methanone N1C(=NC2=C1C=CC=C2)C2=CC=CC(=N2)C21CN(CC1(C2N)C2=NC(=CC=C2)C2=NC1=C(N2)C=CC=C1)C=O